4-(2-(4-(2-(2-Aminopyridin-3-yl)-5-phenyl-3H-imidazo[4,5-b]pyridin-3-yl)benzyl)-2,8-diazaspiro[4.5]decane-8-carbonyl)-2-hydroxybenzaldehyde NC1=NC=CC=C1C1=NC=2C(=NC(=CC2)C2=CC=CC=C2)N1C1=CC=C(CN2CC3(CC2)CCN(CC3)C(=O)C3=CC(=C(C=O)C=C3)O)C=C1